5-(2,4-dichlorophenyl)tetrahydro-5-(1H-1,2,4-triazol-1-ylmethyl)-2-furyl 2,2,2-trifluoroethyl ether FC(COC1OC(CC1)(CN1N=CN=C1)C1=C(C=C(C=C1)Cl)Cl)(F)F